(±)-13-azaprostanoic acid C(CCCCCC[C@H]1CCC[C@@H]1NCCCCCCC)(=O)O |r|